3H-benzo[e]indazol-4,5-dione C1=NNC=2C(C(C3=C(C12)C=CC=C3)=O)=O